4-(Benzyloxy)benzaldehyde-O-(1-methyl-1H-imidazole-4-carbonyl) oxime CN1C=NC(=C1)C(=O)ON=CC1=CC=C(C=C1)OCC1=CC=CC=C1